ClC1=C(C(=CC=C1Cl)O)[C@H]1C[C@@H]2N(C(CN(C2)[C@@H]2COC[C@H]2O)=O)C1 |o1:17,21| (7R,8aS)-7-(2,3-dichloro-6-hydroxyphenyl)-2-[(3R,4S)-rel-4-hydroxyoxolan-3-yl]-hexahydropyrrolo[1,2-a]pyrazin-4-one